BrC(=O)OC(C)C 1-methylethyl bromoformate